C1(CCCCC1)C[C@@H](C(=O)NC(CC1C(NC(C1)(C)C)=O)C(C(=O)NC1CC1)=O)NC(OC1C(CCC1)CC1=CC(=CC=C1)Cl)=O 2-(3-Chlorobenzyl)cyclopentyl ((2S)-3-cyclohexyl-1-((4-(cyclopropylamino)-1-(5,5-dimethyl-2-oxopyrrolidin-3-yl)-3,4-dioxobutan-2-yl)amino)-1-oxopropan-2-yl)carbamate